5-(6-Chloropyridin-2-yl)-7-methyl-N-(2-methylbut-3-yn-2-yl)pyrazolo[1,5-a]Pyrimidine-3-carboxylic acid ClC1=CC=CC(=N1)C1=NC=2N(C(=C1)C)N(CC2C(=O)O)C(C)(C#C)C